COC1=CC=C(C2=CC=CC=C12)C1=NC(=NC(=N1)C(Cl)(Cl)Cl)C(Cl)(Cl)Cl 2-(4-methoxynaphthyl)-4,6-bis(trichloromethyl)-1,3,5-triazine